O=C1NC(CCC1N1C(C2=CC=C(C=C2C1=O)CC(C(=O)N)N1CC(CCC1)N1CCN(CC1)C1=NC=CC=C1)=O)=O ((2-(2,6-Dioxopiperidin-3-yl)-1,3-dioxoisoindolin-5-yl)methyl)-2-(3-(4-(pyridin-2-yl)piperazin-1-yl)piperidin-1-yl)acetamide